C[N+](CCCCCCCCCCCCCCCC)(CC)[O-] methylethylhexadecyl-amine oxide